ClC1=C(C=C(C=C1)Cl)C1OC(=C(C1=O)OC(C)=O)N 2-(2,5-dichlorophenyl)-4-(acetoxy)-5-amino-3(2H)-furanone